N-[(S)-1-(3-ethoxy-4-fluorophenyl)ethyl]-4-[(R)-5-methyl-1,4-diazepan-1-yl]-8-cyclopropyl-6-methyl-1,7-diaza-3-naphthamide C(C)OC=1C=C(C=CC1F)[C@H](C)NC(=O)C=1C=NC2=C(N=C(C=C2C1N1CCN[C@@H](CC1)C)C)C1CC1